3,3,3-trifluoropropyl-(methyl)methoxysilane FC(CC[SiH](OC)C)(F)F